C(C)(C)OC1CN(C1)C(=O)C1=NC(=NC=C1)N1CCN(CC1)C=O (4-(4-(3-isopropoxyazetidin-1-carbonyl)pyrimidin-2-yl)piperazin-1-yl)methanone